3-(pyridin-2-yl)thieno[3',2':4,5]benzo[1,2-d]isoxazole-4,8-dione N1=C(C=CC=C1)C1=NOC2=C1C(C1=C(C2=O)C=CS1)=O